2-bromo-2-phenyl-1-(1H-pyrrolo[3,2-b]pyridin-3-yl)ethan-1-one BrC(C(=O)C1=CNC=2C1=NC=CC2)C2=CC=CC=C2